FC(CCCI)(F)F 4,4,4-Trifluoro-1-iodobutane